i-butyl-3-methylimidazolium hexafluoroantimonate F[Sb-](F)(F)(F)(F)F.C(C(C)C)C=1NC=C[N+]1C